C(CCCCCCCCCCCCCCCCCCCCCCCCCCC)(=O)OCCCCCCCC\C=C\C\C=C/CCCCC trans-linoleyl montanate